3-methyl-1-(3-methyl-1,2,4-oxadiazol-5-yl)-N-(4-methyl-3-(pyrrolo[2,1-f][1,2,4]triazin-2-yl)phenyl)-6-azabicyclo[3.1.1]heptane-6-carboxamide CC1CC2(N(C(C1)C2)C(=O)NC2=CC(=C(C=C2)C)C2=NN1C(C=N2)=CC=C1)C1=NC(=NO1)C